1-(3-cyanopropyl)pyridinium chloride [Cl-].C(#N)CCC[N+]1=CC=CC=C1